C(CC)OCOCCCC(CC(CC(CC(C)Cl)C)C)C 10-chloro-4,6,8-trimethylundecyl propyloxymethyl ether